F[C@H]1C[C@H](N(C1)C(CN[C@H]1C[C@H](CC1)CN1N=CN=C1)=O)C#N (2S,4S)-4-fluoro-1-[2-[[(1R,3S)-3-(1,2,4-triazol-1-ylmethyl)cyclopentyl]amino]acetyl]pyrrolidine-2-carbonitrile